(2S)-N-(Benzofuran-6-ylmethyl)-N-(4,4-dimethylcyclohexyl)-1-(4-methoxyphenylsulfonimidoyl)pyrrolidine-2-carboxamide O1C=CC2=C1C=C(C=C2)CN(C(=O)[C@H]2N(CCC2)S(=O)(=N)C2=CC=C(C=C2)OC)C2CCC(CC2)(C)C